lead-tin-bismuth-tellurium [Te].[Bi].[Sn].[Pb]